4-[3-(difluoromethyl)phenyl]-N-(2,3,4-trifluorophenyl)-2-oxo-piperidinecarboxamide FC(C=1C=C(C=CC1)C1CC(N(CC1)C(=O)NC1=C(C(=C(C=C1)F)F)F)=O)F